[Na+].C(CCCCCCCCCCC)C1=C(C=CC=C1)S(=O)(=O)[O-] dodecylbenzensulfonic acid sodium salt